C1(CC1)OC1=CC=C(C=N1)C1=CN=CC(=N1)C(=O)N/N=C/C1=C(C=CC(=C1)OCC)F (E)-6-(6-cyclopropoxypyridin-3-yl)-N'-(5-ethoxy-2-fluorobenzylidene)pyrazine-2-carbohydrazide